BrCC1=C(N=NC(=C1C)Cl)Cl 4-(bromomethyl)-3,6-dichloro-5-methylpyridazine